O[C@H]1[C@@]2(CO[C@H]([C@@H]([C@H]1O)CNC(OC(C)(C)C)=O)O2)CO tert-butyl [(1S,2R,3R,4R,5S)-2,3-dihydroxy-1-(hydroxy methyl)-6,8-dioxabicyclo[3.2.1]oct-4-yl]methylcarbamate